5-bromo-4'-((2-ethyl-4-oxo-7-oxa-1,3-diazaspiro[4.4]non-1-en-3-yl)methyl)biphenyl-2-carbonitrile BrC1=CC=C(C(=C1)C1=CC=C(C=C1)CN1C(=NC2(C1=O)COCC2)CC)C#N